3-[5-(8-dimethylamino-2-oxo-8-phenyl-1,3-diazaspiro[4.5]decan-3-yl)-pyrimidin-2-yl]-benzonitrile CN(C1(CCC2(CN(C(N2)=O)C=2C=NC(=NC2)C=2C=C(C#N)C=CC2)CC1)C1=CC=CC=C1)C